N-(2-(4-cyclopentylpiperazine-1-yl)-5-((6-((R)-3-(2,3-dichlorophenyl)isoxazolidine-2-yl)pyrimidine-4-yl)amino)-4-methoxyphenyl)acrylamide C1(CCCC1)N1CCN(CC1)C1=C(C=C(C(=C1)OC)NC1=NC=NC(=C1)N1OCC[C@@H]1C1=C(C(=CC=C1)Cl)Cl)NC(C=C)=O